C1(=C(C=CC=C1)C1C(=O)OC1)C α-tolyl-β-propiolactone